5-[5-bromo-4-chloro-2-(difluoromethoxy)phenyl]-4-nitro-1-[[2-(trimethylsilyl)ethoxy]methyl]-1H-pyrazole BrC=1C(=CC(=C(C1)C1=C(C=NN1COCC[Si](C)(C)C)[N+](=O)[O-])OC(F)F)Cl